3-(N-ethyl-N-phenylsulfamoyl)-N-(quinolin-2-yl)benzamide C(C)N(S(=O)(=O)C=1C=C(C(=O)NC2=NC3=CC=CC=C3C=C2)C=CC1)C1=CC=CC=C1